(3S,4R)-4-((6-bromo-7-(5-(tert-butyl)pyridin-2-yl)-5-fluoropyrrolo[2,1-f][1,2,4]triazin-2-yl)amino)tetrahydro-2H-pyran-3-ol BrC=1C(=C2C=NC(=NN2C1C1=NC=C(C=C1)C(C)(C)C)N[C@H]1[C@@H](COCC1)O)F